O[C@@H](C(=O)OC)CCC(C)(C)C methyl (R)-2-hydroxy-5,5-dimethylhexanoate